(S)-4-(2-hydroxypropan-2-yl)-5-methyl-N'-((3-methyl-1,2,3,5,6,7-hexahydrodicyclopenta[b,e]pyridin-8-yl)carbamoyl)thiazole-2-sulfonimidamide OC(C)(C)C=1N=C(SC1C)[S@](=O)(N)=NC(NC1=C2C(=NC3=C1CCC3)C(CC2)C)=O